N-((R)-1-(6-chloro-4-(trifluoromethyl)pyridin-2-yl)ethyl)-2-methylpropane-2-sulfinamide ClC1=CC(=CC(=N1)[C@@H](C)NS(=O)C(C)(C)C)C(F)(F)F